bis-(4-hydroxyphenyl)-methane OC1=CC=C(C=C1)CC1=CC=C(C=C1)O